O1C2=C(OCC1)C=C(C=C2)C=2C(=C(C=CC2)C2=CC=1N(C=C2)C(=CN1)C1=CC=C(CN2C[C@H](C[C@H]2O)C(=O)O)C=C1)C (3S,5R)-1-(4-(7-(3-(2,3-dihydrobenzo[b][1,4]dioxin-6-yl)-2-methylphenyl)imidazo[1,2-a]pyridin-3-yl)benzyl)-5-hydroxypyrrolidine-3-carboxylic acid